6-(4-((3-hydroxy-5-(4-methyl-1-oxo-1,3-dihydroisobenzofuran-5-yl)piperidin-1-yl)methyl)-1H-pyrazol-1-yl)-4-methylnicotinonitrile OC1CN(CC(C1)C=1C(=C2COC(C2=CC1)=O)C)CC=1C=NN(C1)C1=NC=C(C#N)C(=C1)C